O=C1NC(CCC1NC=1C=C(C(=O)N2CCC(CC2)CN2CCC2)C=CC1)=O 1-((1-(3-((2,6-dioxopiperidin-3-yl)amino)benzoyl)piperidin-4-yl)methyl)azetidin